5-methoxy-4-methyl-2-methylthio-amphetamine COC=1C(=CC(=C(CC(N)C)C1)SC)C